C[C@H]1CN(CCN1)C(=O)OC(C)(C)C t-butyl (3S)-3-methylpiperazine-1-carboxylate